S(C1=CC(=C(C(=C1)C(C)(C)C)O)C)C1=CC(=C(C(=C1)C(C)(C)C)O)C 4,4'-thio-bis(6-tertiary butyl-2-methylphenol)